4-[(4-Cyano-phenyl)-(5,6-dimethoxy-benzothiazol-2-ylcarbamoyl)-methoxy]-benzoic acid C(#N)C1=CC=C(C=C1)C(OC1=CC=C(C(=O)O)C=C1)C(NC=1SC2=C(N1)C=C(C(=C2)OC)OC)=O